O1COC2=C1C=C(C=C2)[C@@H]2N(C(OC2)=O)C=2C=CC1=C(NC=N1)C2 (S)-4-(Benzo[d][1,3]dioxol-6-yl)-3-(1H-benzo[d]imidazol-6-yl)oxazolidin-2-on